CC1=C(C=O)C=CC(=C1F)F 2-methyl-3,4-difluorobenzaldehyde